C1(=CC(=CC=C1)B1OC(C(O1)(C)C)(C)C)C1=CC(=CC=C1)C1=CC=CC=C1 2-([1,1':3',1''-terphenyl]-3-yl)-4,4,5,5-tetramethyl-1,3,2-dioxaborolane